5-adamant-1-yl-N-(3,5-dihydrobenzyl)-2,4-dihydroxy-benzoic acid amide C12(CC3CC(CC(C1)C3)C2)C=2C(=CC(=C(C(=O)NCC=3CCCCC3)C2)O)O